(2S,4a'R,7'R,8'S,8a'R)-2',2'-dimethyl-8'-(4-(3,4,5-trifluorophenyl)-1H-1,2,3-triazol-1-yl)hexahydro-3H,4'H-spiro[furan-2,6'-pyrano[3,2-d][1,3]dioxin]-7'-yl nicotinate C(C1=CN=CC=C1)(=O)O[C@@H]1[C@H]([C@H]2OC(OC[C@H]2O[C@]12OCCC2)(C)C)N2N=NC(=C2)C2=CC(=C(C(=C2)F)F)F